NC=1C(=NOC1C1=CC=C(C(=N1)C)OC[C@@H]1[C@H](CCCC1)C(=O)OC)C Methyl (1S,2S)-2-(((6-(4-amino-3-methylisoxazol-5-yl)-2-methylpyridin-3-yl)oxy)methyl)cyclohexane-1-carboxylate